acroylmorpholin C(=O)(C=C)N1CCOCC1